mercapto-amine SN